CC1=NNC2=NC(=NC(=C21)N2[C@@H](CCC2)CO)NC=2N=CN(C2)C2=CC(=C(C(=C2)OC)OC)OC (S)-(1-(3-methyl-6-((1-(3,4,5-trimethoxyphenyl)-1H-imidazol-4-yl)amino)-1H-pyrazolo[3,4-d]pyrimidin-4-yl)pyrrolidin-2-yl)methanol